C(C)OC(=O)C=1C=2N(N=CC1)C=C(N2)C2=C(C=CC=C2)OC 2-(2-methoxyphenyl)imidazo[1,2-b]pyridazine-8-carboxylic acid ethyl ester